ClC1=C(C(=O)N(C)C)C=CC(=C1)NC1CN(C1)C1CCN(CC1)C(C(C(F)(F)F)(O)C1=CC(=CC=C1)Cl)=O 2-chloro-4-((1-(1-(2-(3-chlorophenyl)-3,3,3-trifluoro-2-hydroxypropanoyl)piperidin-4-yl)azetidin-3-yl)amino)-N,N-dimethylbenzamide